(E)-1-(N-butyl-pyrrol-2-yl)-3-phenylprop-2-en-1-one C(CCC)N1C(=CC=C1)C(\C=C\C1=CC=CC=C1)=O